chloro-2-ethylbenzoic acid methyl ester COC(C1=C(C(=CC=C1)Cl)CC)=O